C(N)(=O)[C@H]1C[C@H](N(CC1)C(=O)OC(C)(C)C)C1=CC=CC=C1 tert-butyl (2S,4R)-4-carbamoyl-2-phenyl-piperidine-1-carboxylate